C(C)(C)(C)C1(C(O)C(=CC=C1C(C)(C)C)C(C)(C)C)O 2,3,6-tri(tert-butyl)catechol